bis(2,4,6-triethylphenyl)(4-vinylphenyl)phosphorus C(C)C1=C(C(=CC(=C1)CC)CC)P(C1=CC=C(C=C1)C=C)C1=C(C=C(C=C1CC)CC)CC